FC=1C=C(C=CC1N1CC(N(CC1)C)C1=CC=CC=C1)C1(NNC(=N1)N)N 3-(3-fluoro-4-(4-methyl-3-phenylpiperazin-1-yl)phenyl)-1H-1,2,4-triazole-3,5-diamine